5-{8-fluoro-6-hydroxy-2-[3-(piperidin-4-yl)propyl]-1,2,3,4-tetrahydroisoquinolin-7-yl}-1λ6,2,5-thiadiazolidine-1,1,3-trione FC=1C(=C(C=C2CCN(CC12)CCCC1CCNCC1)O)N1CC(NS1(=O)=O)=O